4-((adamantan-2-ylidene)(4-(2-aminopropoxy)phenyl)methyl)phenol C12C(C3CC(CC(C1)C3)C2)=C(C2=CC=C(C=C2)O)C2=CC=C(C=C2)OCC(C)N